tert-butyl (3R)-3-(trifluoromethyl)piperazine-1-carboxylate FC([C@H]1CN(CCN1)C(=O)OC(C)(C)C)(F)F